6-Bromo-N-[1-(1-methylethyl)piperidin-4-yl]-2-[4-(4-pyridin-4-ylpiperazin-1-yl)phenyl]-3H-imidazo[4,5-b]pyridin-7-amine BrC=1C(=C2C(=NC1)NC(=N2)C2=CC=C(C=C2)N2CCN(CC2)C2=CC=NC=C2)NC2CCN(CC2)C(C)C